4-(N-methylsulfamoyl)benzene-1-sulfonyl chloride CNS(=O)(=O)C1=CC=C(C=C1)S(=O)(=O)Cl